3-(4-chloro-3-cyanophenyl)-1-(8,9-difluoro-6-oxo-1,4,5,6-tetrahydro-2H-pyrano[3,4-c]isoquinolin-1-yl)-1-methylurea ClC1=C(C=C(C=C1)NC(N(C)C1COCC=2NC(C=3C=C(C(=CC3C21)F)F)=O)=O)C#N